O(C1=CC=CC=C1)C1=CC=CC=2C3=CC=CC=C3NC12 phenoxy-carbazole